4-([[3-(2,2-Dimethylpropyl)-1,2-oxazol-5-yl]carbamoyl]methyl)benzoyl chloride CC(CC1=NOC(=C1)NC(=O)CC1=CC=C(C(=O)Cl)C=C1)(C)C